N-(3-(3-chloro-2-(3-fluoro-4-formyl-5-methoxyphenyl)pyridin-4-yl)-2-methylphenyl)-5-formylpicolinamide ClC=1C(=NC=CC1C=1C(=C(C=CC1)NC(C1=NC=C(C=C1)C=O)=O)C)C1=CC(=C(C(=C1)OC)C=O)F